7-chloro-1-cyclopropyl-6-fluoro-1,4-dihydro-4-oxo-quinoline-3-carboxylic acid ClC1=C(C=C2C(C(=CN(C2=C1)C1CC1)C(=O)O)=O)F